C(C)C(COC(C)=O)C 2-Ethylpropylacetat